(S)-2,2-dimethyl-4-((2-methyl-4-((4-(((R)-oxiran-2-yl)methoxy)phenyl)ethynyl)phenoxy)methyl)-1,3-dioxolane CC1(OC[C@@H](O1)COC1=C(C=C(C=C1)C#CC1=CC=C(C=C1)OC[C@@H]1OC1)C)C